O1C(=CC2=C1C=CC=C2)CC=O 2-benzo-furanylethanone